ClC1=CC(=C(C=C1)C=1CCCC2=C(C1C1=CC(=C(C=C1)CC1CN(C1)CCCF)F)C=CC=C2)C 8-(4-Chloro-2-methylphenyl)-9-(3-fluoro-4-((1-(3-fluoropropyl)azetidin-3-yl)methyl)phenyl)-6,7-dihydro-5H-benzo[7]annulen